1-phenylmercapto-2-butanone C1(=CC=CC=C1)SCC(CC)=O